N1(CCC1)C1=NC=C(C(=O)NC2=C(C=CC(=C2)C(=O)N2CCC(CC2)C2=NC=C(C=C2)C#N)C)C=C1 6-(azetidin-1-yl)-N-(5-(4-(5-cyanopyridin-2-yl)piperidine-1-carbonyl)-2-methylphenyl)nicotinamide